5-(4-bromophenoxy)-3-chloro-2-cyclopropoxybenzonitrile BrC1=CC=C(OC=2C=C(C(=C(C#N)C2)OC2CC2)Cl)C=C1